CC(C1=CC=CC=C1)(C)C=1C(=C(C=C(C1)C(C1=CC=CC=C1)(C)C)N1N=C2C(=N1)C=CC=C2)O 2-[3,5-Bis(α,α-dimethylbenzyl)-2-hydroxyphenyl]-2H-benzotriazole